FC(CCCCCCCCCNC(CC)=O)(F)F N-(10,10,10-trifluorodecyl)propanamide